2-(3,4-epoxycyclohexyl)-1,3-dioxane C1(CC2C(CC1)O2)C2OCCCO2